C(C)N1C[C@H](CCC1)F (3S,4S)-1-ethyl-3-fluoropiperidin